BrC=1C2=C(N(C(CC1C1=CN=CO1)=O)CC1=CC(=C(C=C1)C)F)C=C(C=C2)C 5-bromo-1-(3-fluoro-4-methylbenzyl)-8-methyl-4-(oxazol-5-yl)-1,3-dihydro-2H-benzo[b]azepin-2-one